COC1=CC(=NN1)NC1=NC(=CN=C1)OC1CCNCC1 N-(5-methoxy-1H-pyrazol-3-yl)-6-(piperidin-4-yloxy)pyrazin-2-amine